cyclopentyl-(diphenyl)phosphine iron [Fe].C1(CCCC1)P(C1=CC=CC=C1)C1=CC=CC=C1